2-((4-chloropiperidin-1-yl)methyl)-N-((2-(trifluoromethyl)pyridin-3-yl)methyl)pyrido[2,3-d]pyrimidin-4-amine ClC1CCN(CC1)CC=1N=C(C2=C(N1)N=CC=C2)NCC=2C(=NC=CC2)C(F)(F)F